CN1N=CC(=C1)C=1N=C(C=2N(C1)N=CC2)N2CC(CCC2)CNC(OC(C)(C)C)=O tert-Butyl N-[[1-[6-(1-methylpyrazol-4-yl)pyrazolo[1,5-a]pyrazin-4-yl]-3-piperidyl]methyl]carbamate